C[Sn](C1=NN(C(=C1)C)C1OCCCC1)(C)C trimethyl-(5-methyl-1-tetrahydropyran-2-yl-pyrazol-3-yl)stannane